N-(2-chloro-6-methylphenyl)-2-((6-(4-(4-(2-(2,4-dioxotetrahydropyrimidin-1(2H)-yl)benzyl)piperazin-1-yl)piperidin-1-yl)-2-methylpyrimidin-4-yl)amino)thiazole-5-carboxamide ClC1=C(C(=CC=C1)C)NC(=O)C1=CN=C(S1)NC1=NC(=NC(=C1)N1CCC(CC1)N1CCN(CC1)CC1=C(C=CC=C1)N1C(NC(CC1)=O)=O)C